The molecule is a 3-oxo-fatty acyl-CoA(4-) arising from deprotonation of the phosphate and diphosphate OH groups of 3-oxodotriacontanoyl-CoA (3-oxolacceroyl-CoA); major species at pH 7.3. It is a 3-oxo-fatty acyl-CoA(4-), an 11,12-saturated fatty acyl-CoA(4-) and an ultra-long-chain fatty acyl-CoA(4-). It is a conjugate base of a 3-oxodotriacontanoyl-CoA. CCCCCCCCCCCCCCCCCCCCCCCCCCCCCC(=O)CC(=O)SCCNC(=O)CCNC(=O)[C@@H](C(C)(C)COP(=O)([O-])OP(=O)([O-])OC[C@@H]1[C@H]([C@H]([C@@H](O1)N2C=NC3=C(N=CN=C32)N)O)OP(=O)([O-])[O-])O